COC1=C(C=C(C=N1)CC(=O)OC(C)(C)C)C(F)(F)F tert-Butyl 2-(6-methoxy-5-(trifluoromethyl)pyridin-3-yl)acetate